C(C=C)(=O)N[C@@H](CCSC)C(=O)O N-acrylylmethionine